3-(3-{(3R,4S)-1-[4-(3-tert-butyl-2,2-difluoro-cyclopropyl)-3-chloro-phenyl]-2-hydroxymethyl-3,4-dimethyl-cyclohexyl}ureido)bicyclo[1.1.1]pentane-1-carboxylic acid methyl ester COC(=O)C12CC(C1)(C2)NC(=O)NC2(C([C@@H]([C@H](CC2)C)C)CO)C2=CC(=C(C=C2)C2C(C2C(C)(C)C)(F)F)Cl